CC(COC(=O)C1C2C=CC(C1)C2)CCC 5-(2-methylpentyloxycarbonyl)-bicyclo[2.2.1]Hept-2-ene